O=C1C(=C(C=NN1)OC[C@H]1CCC[C@@H](O1)CC(=O)N1CCN(CC1)C1=CC=C(C=N1)C#N)C(F)(F)F 6-(4-[2-[(2R,6R)-6-([[6-oxo-5-(trifluoromethyl)-1,6-dihydropyridazin-4-yl]oxy]methyl)oxan-2-yl]acetyl]piperazin-1-yl)pyridine-3-carbonitrile